F[C@@H]1[C@@H]([C@@H](N(C1)C(C(C)(C)O)=O)CC=1C(=C(C=CC1)C1=CC=CC=C1)F)NS(=O)(=O)CC N-[(2S,3R,4S)-4-fluoro-2-[(2-fluoro[1,1'-biphenyl]-3-yl)methyl]-1-(2-hydroxy-2-methylpropanoyl)pyrrolidin-3-yl]ethane-sulfonamide